N-phenyl-5-methylbenzamide C1(=CC=CC=C1)NC(C1=CC=CC(=C1)C)=O